N1(CCC1)C1=CC(=NC(=C1)C)OCC1=CC=C(C=C1)[C@@H](C)[C@]1(C(NC[C@@H]1CF)=O)C (3R,4R)-3-[(1R)-1-[4-[[4-(azetidin-1-yl)-6-methyl-2-pyridyl]oxymethyl]phenyl]ethyl]-4-(fluoromethyl)-3-methyl-pyrrolidin-2-one